3-sulfo-L-alanine S(=O)(=O)(O)C[C@H](N)C(=O)O